FC=1C=C(C=CC1)C=1C=C2CC(C(C2=CC1OC)NC(O[C@@H]1CN2CCC1CC2)=O)(C)C (S)-quinuclidin-3-yl (5-(3-fluorophenyl)-6-methoxy-2,2-dimethyl-2,3-dihydro-1H-inden-1-yl)carbamat